3-(N-propylamino)propyltrimethoxysilane C(CC)NCCC[Si](OC)(OC)OC